(R)-3-Hydroxy-1-methyl-3-(3-(6-(2-((1-(1-methylpiperidin-4-yl)-1H-pyrazol-4-yl)amino)pyrimidin-4-yl)pyridin-2-yl)isoxazol-5-yl)pyrrolidin-2-one O[C@@]1(C(N(CC1)C)=O)C1=CC(=NO1)C1=NC(=CC=C1)C1=NC(=NC=C1)NC=1C=NN(C1)C1CCN(CC1)C